(2S,5S)-benzyl 5-(4-bromo-2-(4,4,5,5-tetramethyl-1,3,2-dioxaborolan-2-yl)benzyl)-2-tert-butyl-3-methyl-4-oxoimidazolidine-1-carboxylate BrC1=CC(=C(C[C@H]2C(N([C@@H](N2C(=O)OCC2=CC=CC=C2)C(C)(C)C)C)=O)C=C1)B1OC(C(O1)(C)C)(C)C